C(C)(C)C=1N=C(SC1)C ISOPROPYLMETHYLTHIAZOLE